(S)-3,6-diaminohexanoic acid N[C@H](CC(=O)O)CCCN